C12C(CC=CC1)C(=O)OC2=O 4-cyclohexene-1,2-dicarboxylic acid anhydride